O(O)C(C)(CCC(C)(C)OO)C 2,5-bis(hydroperoxy)-2,5-dimethylhexane